C(C)(=O)OCCN1C(=NC2=C1C=C(C=C2)Br)C 2-(6-bromo-2-methyl-1H-benzo[d]imidazol-1-yl)ethyl acetate